4-(pyridin-4-yl)-8-oxatricyclo[3.2.1.02,4]octane-2-carboxamide N1=CC=C(C=C1)C12CC1(C1CCC2O1)C(=O)N